[N+](=O)([O-])C=1C=C(C(=O)OC2=CC=C(C=C2)S(=O)(=O)C2=CC=C(C=C2)OC(C2=CC(=CC=C2)[N+](=O)[O-])=O)C=CC1 bis[4-(3-nitrobenzoyloxy) phenyl] sulfone